C(C)C1=C(C=CC=C1)C1=NCC2=NN=C(N2C=2SC=3CC(CC3C12)C(=O)O)C 9-(2-ethylphenyl)-3-methyl-16-thia-2,4,5,8-tetraazatetracyclo[8.6.0.02,6.011,15]hexadeca-1(10),3,5,8,11(15)-pentaene-13-carboxylic acid